2,5-Dichloro-4-(2-isopropyl-1-methyl-1H-imidazol-5-yl)pyrimidine ClC1=NC=C(C(=N1)C1=CN=C(N1C)C(C)C)Cl